ClC1=NC(=CC=C1C(=O)OC(C)(C)C)N1N=CC(=C1)OCCC1(CC1)C(F)(F)F tert-Butyl 2-chloro-6-[4-[2-[1-(trifluoromethyl)cyclopropyl]ethoxy]pyrazol-1-yl]pyridine-3-carboxylate